FC(C1=CC=C(OC2CC(C2)NC(OC(C)(C)C)=O)C=C1)(F)F tert-butyl ((1r,3r)-3-(4-(trifluoromethyl)phenoxy)cyclobutyl)carbamate